6-chloro-pyridin-2-amine ClC1=CC=CC(=N1)N